4-(4-chlorophenyl)-3-phenyl-N-((4-(trifluoromethyl)phenyl)sulfonyl)-4,5-dihydro-1H-pyrazole-1-carboxamide ClC1=CC=C(C=C1)C1C(=NN(C1)C(=O)NS(=O)(=O)C1=CC=C(C=C1)C(F)(F)F)C1=CC=CC=C1